OC1=CC=CC=2C(C3=C(C(=NO3)CC3=CC(=C(C=C3)OC)OC)C(C12)=O)=O 5-hydroxy-3-(3,4-dimethoxybenzyl)-naphtho[2,3-d]isoxazole-4,9-dione